C[C@H]([C@H](CCCCC)O)O (2R,3S)-2,3-octanediol